N2-(2-(1H-Indol-3-yl)ethyl)-N4-(sec-butyl)-6-chloropyrimidine-2,4-diamine N1C=C(C2=CC=CC=C12)CCNC1=NC(=CC(=N1)NC(C)CC)Cl